1-methyl-4-oxo-1,2-dihydropyridin-6-carbonitrile CN1CCC(C=C1C#N)=O